1-Methyl-N-((S)-1-((1r,4S)-4-methylcyclohexyl)-2-oxo-2-((4-(2-oxo-1,2-dihydropyridin-4-yl)phenyl)amino)ethyl)-1H-pyrazole-5-carboxamide CN1N=CC=C1C(=O)N[C@H](C(NC1=CC=C(C=C1)C1=CC(NC=C1)=O)=O)C1CCC(CC1)C